(Ra)-6-(4-Fluoro-1-(4-(trifluoromethoxy)benzyl)-1H-indol-7-carboxamido)spiro[3.3]heptan FC1=C2C=CN(C2=C(C=C1)C(=O)NC1CC2(CCC2)C1)CC1=CC=C(C=C1)OC(F)(F)F